FC1=C(C=C(C=C1)F)[C@@H]1N(CCC1)C1=NC2=C(C=CN=C2C=C1)C=1C=NN(C1)C1CC(NCC1)(C)C 2-((R)-2-(2,5-difluorophenyl)pyrrolidin-1-yl)-8-(1-(2,2-dimethylpiperidin-4-yl)-1H-pyrazol-4-yl)-1,5-naphthyridine